OC1(CC(C1)C(=O)N1CC2(C1)CC(C2)CC=2C=CC1=CN(N=C1C2)C(C)C)C ((1s,3s)-3-hydroxy-3-methylcyclobutyl)(6-((2-isopropyl-2H-indazol-6-yl)methyl)-2-azaspiro[3.3]hept-2-yl)methanone